4-(4'-tert-butylphenyl)-2-methyl-1,5,6,7-tetrahydro-s-indacene C(C)(C)(C)C1=CC=C(C=C1)C1=C2C=C(CC2=CC=2CCCC12)C